3-(4-((2-(2-(4-(4-amino-3-(4-phenoxyphenyl)-1H-pyrazolo[3,4-d]pyrimidine-1-yl)piperidin-1-yl)-2-oxoethoxy)ethyl)thio)-1-oxoisoindoline-2-yl)piperidine-2,6-dione NC1=C2C(=NC=N1)N(N=C2C2=CC=C(C=C2)OC2=CC=CC=C2)C2CCN(CC2)C(COCCSC2=C1CN(C(C1=CC=C2)=O)C2C(NC(CC2)=O)=O)=O